diethyl 2-hydroxysuccinate OC(C(=O)OCC)CC(=O)OCC